tert-butyl (tert-butoxycarbonyl)(8-fluoro-7-(6-(4,4,5,5-tetramethyl-1,3,2-dioxaborolan-2-yl)pyridin-2-yl)-[1,2,4]triazolo[1,5-a]pyridin-2-yl)carbamate C(C)(C)(C)OC(=O)N(C(OC(C)(C)C)=O)C1=NN2C(C(=C(C=C2)C2=NC(=CC=C2)B2OC(C(O2)(C)C)(C)C)F)=N1